4-{2-[(2S)-2-(2-isopropoxyphenyl)pyrrolidin-1-yl]-7-azaspiro[3.5]nonan-7-yl}-N-{3-nitro-4-[(oxan-4-ylmethyl)amino]benzenesulfonyl}benzamide hydrochloride Cl.C(C)(C)OC1=C(C=CC=C1)[C@H]1N(CCC1)C1CC2(C1)CCN(CC2)C2=CC=C(C(=O)NS(=O)(=O)C1=CC(=C(C=C1)NCC1CCOCC1)[N+](=O)[O-])C=C2